(R)-(4-Cyclopropyl-phenyl)-(1,3-dimethyl-azetidin-3-yl)-{5-[3-(2-methoxy-1,1-dimethyl-ethyl)-[1,2,4]oxadiazol-5-yl]-pyridin-3-yl}-methanol C1(CC1)C1=CC=C(C=C1)[C@](O)(C=1C=NC=C(C1)C1=NC(=NO1)C(COC)(C)C)C1(CN(C1)C)C